[Si](C)(C)(C(C)(C)C)OCCCCCCC1=CC=CC=2N(C(N(C21)C)=O)C2C(NC(CC2)=O)=O 3-(4-(6-((tert-butyldimethylsilyl)oxy)hexyl)-3-methyl-2-oxo-2,3-dihydro-1H-benzo[d]imidazol-1-yl)piperidine-2,6-dione